C(C1=CC=CC=C1)N(C[C@H](C(=O)O)NC(=O)OC(C)(C)C)C |r| rac-(R)-3-(benzyl(methyl)amino)-2-((tert-butoxycarbonyl)amino)propanoic acid